O=C1N(C(N2C1COCC2)=O)[C@H](C(=O)OCC2=CC=CC=C2)C(C)C benzyl (2S)-2-(1,3-dioxo-5,6,8,8a-tetrahydroimidazo[5,1-c][1,4]oxazin-2-yl)-3-methyl-butanoate